3-[3-[4-(hydroxymethyl)phenyl]imidazo[1,2-b]pyridazin-6-yl]-N-methyl-benzamide OCC1=CC=C(C=C1)C1=CN=C2N1N=C(C=C2)C=2C=C(C(=O)NC)C=CC2